FC1(CC(C1)C1(CC1)NC(=O)NCC1=CC(=NC=C1)OC(F)F)F 1-[1-(3,3-difluorocyclobutyl)cyclopropyl]-3-[[2-(difluoro-methoxy)pyridin-4-yl]methyl]urea